Cbz-L-glutamic acid C(=O)(OCC1=CC=CC=C1)N[C@@H](CCC(=O)O)C(=O)O